C1=NC=C(C2=CC=CC=C12)N1C(N(CC1C#N)C1CN(C1)C)=O 3-(isoquinolin-4-yl)-1-(1-methylazetidin-3-yl)-2-oxoimidazolidine-4-carbonitrile